7-[[(2-amino-4-thiazolyl)-[(1-carboxy-1-methylethoxy)imino]acetyl]amino]-2-carboxy-8-oxo-5-thia-1-azabicyclo[4.2.0]oct-2-en NC=1SC=C(N1)C(C(=O)NC1C2SCC=C(N2C1=O)C(=O)O)=NOC(C)(C)C(=O)O